2-(4-phenyl-3,4-dihydroquinoxalin-1(2H)-yl)ethan-1-one C1(=CC=CC=C1)N1CCN(C2=CC=CC=C12)CC=O